FC(OC=1C=C(C(=O)NC)C=CC1NCC#CC=1N=C2N(C=CC=C2N[C@H]2[C@H](CN(CC2)C)F)C1CC(F)(F)F)F 3-(difluoromethoxy)-4-{[3-(8-{[(3S,4R)-3-fluoro-1-methylpiperidin-4-yl]amino}-3-(2,2,2-trifluoroethyl)imidazo[1,2-a]pyridin-2-yl)prop-2-yn-1-yl]amino}-N-methylbenzamide